C1(CC1)C1=C(C=C(C(=C1)I)C)N(C(C#CC)=O)C1=CC=C2C(=N1)N=C(N2C)C N-(2-cyclopropyl-4-iodo-5-methylphenyl)-N-{1,2-dimethylimidazo[4,5-b]pyridin-5-yl}but-2-ynamide